tripropyl-ammonium tetrakis(p-tolyl)borate C1(=CC=C(C=C1)[B-](C1=CC=C(C=C1)C)(C1=CC=C(C=C1)C)C1=CC=C(C=C1)C)C.C(CC)[NH+](CCC)CCC